9-fluoro-2-(4-fluorophenyl)[1,2,4]triazolo[1,5-c]quinazolin FC1=CC=2C=3N(C=NC2C=C1)N=C(N3)C3=CC=C(C=C3)F